FC12CC(C1)(C2)C2=NNC(=C2)C(=O)N 3-(3-fluorobicyclo[1.1.1]pentan-1-yl)-1H-pyrazole-5-carboxamide